5-(N-(2-(4-(1H-pyrazol-3-carbonyl)piperazin-1-yl)phenyl)-N-phenethylsulfamoyl)-3-methylbenzofuran-2-carboxylic acid ethyl ester C(C)OC(=O)C=1OC2=C(C1C)C=C(C=C2)S(N(CCC2=CC=CC=C2)C2=C(C=CC=C2)N2CCN(CC2)C(=O)C2=NNC=C2)(=O)=O